C(#N)C1=CC=C(C=C1)NC(=O)NC1=CC=CC=C1 1-(4-cyanophenyl)-3-phenylurea